(1-(5-(2,3-Dichlorophenyl)-4-cyano-6-methylpyrimidin-2-yl)piperidin-4-yl)carbamic acid tert-butyl ester C(C)(C)(C)OC(NC1CCN(CC1)C1=NC(=C(C(=N1)C#N)C1=C(C(=CC=C1)Cl)Cl)C)=O